CN1C(C(=CC(=C1)C1=CC(=CC=C1)C(NC1=CC=C(C=C1)OCCC1=CC=CC=C1)=O)C(=O)O)=O 1-methyl-2-oxo-5-(3-((4-phenethoxyphenyl)carbamoyl)phenyl)-1,2-dihydropyridine-3-carboxylic acid